all-trans-Hexaprenyl diphosphate CC(=CCC/C(=C/CC/C(=C/CC/C(=C/CC/C(=C/CC/C(=C/COP(=O)(O)OP(=O)(O)O)/C)/C)/C)/C)/C)C